CC(C(CC1CCC(CC1)CCC)=O)(C)C 3,3-DIMETHYL-1-(4-PROPYLCYCLOHEXYL)BUTAN-2-ONE